ClC=1C=C(C=CC1F)NC(N(C)[C@H]1CSCC=2NC(C=3C=C(C=CC3C21)F)=O)=O |r| Racemic-3-(3-chloro-4-fluorophenyl)-1-(8-fluoro-6-oxo-1,4,5,6-tetrahydro-2H-thiopyrano[3,4-c]isoquinolin-1-yl)-1-methylurea